C[NH+](C)C.C(CCC(=O)[O-])(=O)O[C@H]1[C@]([C@@H](O[C@@H]1CO)N1C(=O)NC(=O)C=C1)(O)C 2'-methyl-uridine 3'-O-succinate trimethylammonium salt